2-chloro-6-(4-(1-methyl-6-oxo-4-(2-(piperidin-1-yl)pyrimidin-5-yl)-1,6-dihydropyridin-3-yl)-1H-pyrazol-1-yl)benzonitrile ClC1=C(C#N)C(=CC=C1)N1N=CC(=C1)C1=CN(C(C=C1C=1C=NC(=NC1)N1CCCCC1)=O)C